N-(5-(4-(2,7-diazaspiro[3.5]nonane-2-carbonyl)piperidin-1-yl)pyridin-2-yl)-1-(4-cyano-3-(trifluoromethyl)phenyl)piperidine-4-carboxamide hydrochloride Cl.C1N(CC12CCNCC2)C(=O)C2CCN(CC2)C=2C=CC(=NC2)NC(=O)C2CCN(CC2)C2=CC(=C(C=C2)C#N)C(F)(F)F